N(CCC1=CC(O)=C(O)C=C1)C=CC(=O)N Dopamin-Acrylamid